1-(2-(5-(4-(dimethylamino)phenyl)-1H-imidazol-2-yl)piperidin-1-yl)-2-(methylthio)propan-1-one CN(C1=CC=C(C=C1)C1=CN=C(N1)C1N(CCCC1)C(C(C)SC)=O)C